FC(C1=NN(C(=C1C=O)OC1=C(C=CC=C1)S(F)(F)(F)(F)F)C)F 3-(difluoromethyl)1-methyl-5-((pentafluorosulfanyl)phenoxy)-1H-pyrazole-4-carbaldehyde